N-(5-(2-(3,3-dimethylazetidin-1-yl)acetamido)-2-methylpyridin-3-yl)pyrazolo[5,1-b]thiazole-7-carboxamide CC1(CN(C1)CC(=O)NC=1C=C(C(=NC1)C)NC(=O)C=1C=NN2C1SC=C2)C